C\C(=C/CC[C@@]1([C@H](CC=2C(=C3CN(C(C3=CC2OC(=O)OC)=O)[C@H](C(=O)O)CCCN2C(C3=CC(=C4C(=C3C2)O[C@@]([C@H](C4)O)(CC\C=C(\CCC=C(C)C)/C)C)OC(=O)OC)=O)O1)O)C)\CCC=C(C)C (S)-2,5-bis((2R,3S)-2-((E)-4,8-dimethylnona-3,7-dien-1-yl)-3-hydroxy-5-((methoxycarbonyl)oxy)-2-methyl-7-oxo-3,4,7,9-tetrahydropyrano[2,3-E]isoindol-8(2H)-yl)pentanoic acid